CN(C[C@H](CC1=CC=CC2=CC=CC=C12)NC(C)=O)C (S)-N-(1-(dimethylamino)-3-(naphthalen-1-yl)propan-2-yl)acetamide